[B].[Ti].[Ti].[Ti].[Ti].[Ti] pentatitanium-boron